hydroxyl-4-n-octoxybenzophenone OC1=C(C(=O)C2=CC=CC=C2)C=CC(=C1)OCCCCCCCC